4-((1-(((1-Aminoisoquinolin-5-yl)amino)methyl)-2-(6-cyclopropylpyridazin-3-yl)-2-azabicyclo[2.1.1]hexan-4-yl)methoxy)-1,6-dimethylpyridin-2(1H)-one NC1=NC=CC2=C(C=CC=C12)NCC12N(CC(C1)(C2)COC2=CC(N(C(=C2)C)C)=O)C=2N=NC(=CC2)C2CC2